N-(4-(4-(isobutoxy)butyl)-1-phenyl-1H-imidazol-2-yl)-3-(1-((2-(trimethylsilyl)ethoxy)methyl)-1H-indazol-5-yl)benzamide C(C(C)C)OCCCCC=1N=C(N(C1)C1=CC=CC=C1)NC(C1=CC(=CC=C1)C=1C=C2C=NN(C2=CC1)COCC[Si](C)(C)C)=O